C1(CC1)C=1C=CC=2N(C1)C=C(N2)COC2=NC(=NC(=C2)NCC2=C(C=C(C=C2C)C(NC(=O)OCC)=N)C)C(=O)O 4-((6-cyclopropylimidazo[1,2-a]pyridin-2-yl)methoxy)-6-((4-(N-(ethoxycarbonyl)carbamimidoyl)-2,6-dimethylbenzyl)amino)pyrimidine-2-carboxylic acid